tert-Butyl N-[3-[3-cyclopropyl-5-(2-fluoro-4-iodo-anilino)-6,8-dimethyl-2,4,7-trioxo-pyrido[4,3-d]pyrimidin-1-yl]-1-bicyclo[1.1.1]pentanyl]carbamate C1(CC1)N1C(N(C=2C(C1=O)=C(N(C(C2C)=O)C)NC2=C(C=C(C=C2)I)F)C21CC(C2)(C1)NC(OC(C)(C)C)=O)=O